methyl N-(2-(3-(2-(4-amino-4-oxobutanoyl)-2-azaspiro[3.3]heptan-6-yl)-5'-fluoro-1'-methyl-1H,1'H-[4,6'-biindazol]-1-yl)acetyl)-N-methylglycylglycinate NC(CCC(=O)N1CC2(C1)CC(C2)C2=NN(C=1C=CC=C(C21)C2=C(C=C1C=NN(C1=C2)C)F)CC(=O)N(CC(=O)NCC(=O)OC)C)=O